1-isopropyl-2-methyl-6-(5-(5-methyl-4,5,6,7-tetrahydropyrazolo[1,5-a]pyrazin-3-yl)-1H-pyrrolo[2,3-b]pyridin-3-yl)-1H-imidazo[4,5-b]pyridine C(C)(C)N1C(=NC2=NC=C(C=C21)C2=CNC1=NC=C(C=C12)C=1C=NN2C1CN(CC2)C)C